C(C)S(=O)(=O)C=1C(=NC=C(C1)C(F)(F)F)C1=NC=2C(=NC=C(C2)C(F)(F)F)N1C 2-[3-ethylsulfonyl-5-(trifluoromethyl)-2-pyridyl]-3-methyl-6-(trifluoromethyl)imidazo[4,5-b]pyridine